N-(4-(anthracen-9-yl)phenyl)-2-iodoacetamide C1=CC=CC2=CC3=CC=CC=C3C(=C12)C1=CC=C(C=C1)NC(CI)=O